BrC1=CC2=C(S1)C1=CC=C(C=C1C(C2=O)=O)Br 2,7-dibromonaphtho[1,2-b]thiophene-4,5-dione